4-BUTYL-5-METHYL-1H-IMIDAZOLE-2-CARBALDEHYDE C(CCC)C=1N=C(NC1C)C=O